FC1([C@H](CC2(OCCO2)CC1)CN1C=NC2=C1C=C(C=C2)C#N)F |r| rac-1-((8,8-Difluoro-1,4-dioxaspiro[4.5]decan-7-yl)methyl)-1H-benzo[d]imidazole-6-carbonitrile